N-(2-chloroethyl)-2'-cyano-6'-methyl-[1,1'-biphenyl]-4-sulfonamide ClCCNS(=O)(=O)C1=CC=C(C=C1)C1=C(C=CC=C1C)C#N